β-glycidoxybutyltriethoxysilane C(C1CO1)OC(C[Si](OCC)(OCC)OCC)CC